butyl 7-(5-(5-(3-cyclopropyl-1-((R)-1,1-dimethylethylsulfinamido)-1-(pyridin-4-yl)propyl)-2-fluorophenylcarbamoyl)-3-(trifluoromethyl)-1H-pyrazol-1-yl)isoquinolin-1-ylcarbamate C1(CC1)CCC(C1=CC=NC=C1)(N[S@](=O)C(C)(C)C)C=1C=CC(=C(C1)NC(=O)C1=CC(=NN1C1=CC=C2C=CN=C(C2=C1)NC(OCCCC)=O)C(F)(F)F)F